O=C(/C=C/C=1C=C(C=CC1)CCC(=O)O)C (E)-3-(3-(3-oxobut-1-en-1-yl)phenyl)propanoic acid